[(1S)-2-[3-[4-[5-[tert-butyl(dimethyl)silyl]oxy-1-tetrahydropyran-2-yl-indazol-3-yl]pyrimidin-2-yl]oxypropoxy]-1-methyl-ethyl]methanesulfonate [Si](C)(C)(C(C)(C)C)OC=1C=C2C(=NN(C2=CC1)C1OCCCC1)C1=NC(=NC=C1)OCCCOC[C@H](C)CS(=O)(=O)[O-]